gold (III) chloride-trihydrate O.O.O.[Au](Cl)(Cl)Cl